2-(4-(4-chlorophenyl)naphthalen-1-yl)-4,6-diphenyl-1,3,5-triazine ClC1=CC=C(C=C1)C1=CC=C(C2=CC=CC=C12)C1=NC(=NC(=N1)C1=CC=CC=C1)C1=CC=CC=C1